(1R,2R)-N-[5-[4-[[(2R)-1-ethylazetidin-2-yl]methoxy]-2-methyl-pyrazol-3-yl]pyrazolo[1,5-a]pyridin-2-yl]-2-methyl-cyclopropanecarboxamide C(C)N1[C@H](CC1)COC1=C(N(N=C1)C)C1=CC=2N(C=C1)N=C(C2)NC(=O)[C@H]2[C@@H](C2)C